ClC1=NSC(=C1Cl)COC1=NS(C2=C1C=CC=C2)(=O)=O 3-(3,4-dichloro-1,2-thiazol-5-ylmethoxy)-1,2-benzothiazole-1,1-dioxide